C(CCCCCCCCCCC)NC1=CC=C(C=C1)NCCCCCCCCCCCC 1,4-bis(dodecylamino)benzene